5,6-dichloro(3-oxo-2,3-dihydro-1H-inden-1-ylidene)malononitrile ClC=1C=C2C(CC(C2=CC1Cl)=C(C#N)C#N)=O